FC1=CC=C(C=C1)C=1N=CN(C1C1=NC=NC=C1)CC(=O)N1CCN(CC1)C 2-[4-(4-fluorophenyl)-5-(pyrimidin-4-yl)-1H-imidazol-1-yl]-1-(4-methylpiperazin-1-yl)ethan-1-one